2-(N,N-bis(2,4-dimethoxybenzyl)sulfamoyl)-3,4,5,6-tetrafluoro-N,N-dimethylbenzamide COC1=C(CN(S(=O)(=O)C2=C(C(=O)N(C)C)C(=C(C(=C2F)F)F)F)CC2=C(C=C(C=C2)OC)OC)C=CC(=C1)OC